CC(C=O)CCCCCCCCCCCCCC 2-methyl-1-hexadecanal